O1CN=CC2=C1C=CC=C2 2H-benzo[e][1,3]-oxazine